BrC=1C(=NC(=NC1)NC1=C(C=C(C(=C1)C)N1CCC(CC1)N1CCN(CC1)C)OC)NC1=C(C(=CC=C1)OC)OC 5-Bromo-N4-(2,3-dimethoxyphenyl)-N2-(2-methoxy-5-methyl-4-(4-(4-methylpiperazine-1-yl)piperidin-1-yl)phenyl)pyrimidine-2,4-diamine